C(CC)C1=CC=C(C=C1)P(C1=CC=C(C=C1)CCC)C1=CC=C(C=C1)CCC tri(4-propylphenyl)phosphine